CN1CCN(CC1)C1=CC=C(C=N1)NC1=NC2=C(C=CC=C2C=N1)C=1C=C(C=CC1)NC(C#C)=O N-(3-(2-((6-(4-methylpiperazin-1-yl)pyridin-3-yl)amino)quinazolin-8-yl)phenyl)propynamide